6-chloro-3-(ethylsulfonyl)-2-(5-methyl-4-(4-(trifluoromethoxy)phenyl)-1H-pyrazol-1-yl)pyridine ClC1=CC=C(C(=N1)N1N=CC(=C1C)C1=CC=C(C=C1)OC(F)(F)F)S(=O)(=O)CC